2-(1H-1,2,3-benzotriazol-1-yloxy)-N-(4-cyclopentylphenyl)-5-trifluoromethanesulfonylbenzamide N1(N=NC2=C1C=CC=C2)OC2=C(C(=O)NC1=CC=C(C=C1)C1CCCC1)C=C(C=C2)S(=O)(=O)C(F)(F)F